C(N)(=N)N1CCC(=CC1)C1=C(C=C(C(=O)NC2=CC(=C(C=C2)C=2CCN(CC2)C(N)=N)C(F)(F)F)C=C1)F 4-(1-carbamimidoyl-1,2,3,6-tetrahydro-pyridin-4-yl)-N-[4-(1-carbamimidoyl-1,2,3,6-tetrahydro-pyridin-4-yl)-3-trifluoromethyl-phenyl]-3-fluoro-benzamide